C[C@](N)([C@@H](C)CC)C(=O)O α-methyl-isoleucine